C(C(O)C(O)C(=O)SC#N)(=O)SC#N tartaric acid, thiocyanate